C(#C)C=1SC=C(N1)NC(NCC1=CC=C(C=C1)C1=C2C=NN(C2=CC(=C1)C(=O)NC)C)=O 4-(4-((3-(2-Ethynylthiazol-4-yl)ureido)methyl)phenyl)-N,1-dimethyl-1H-indazole-6-carboxamide